1-O-(α-D-galactosyl)-2-(N-eicosanoylamino)-1,3,4-octanetriol [C@H]1([C@H](O)[C@@H](O)[C@@H](O)[C@H](O1)CO)OCC(C(C(CCCC)O)O)NC(CCCCCCCCCCCCCCCCCCC)=O